2-{trans-3-[5-(1-amino-2,2-difluoroethyl)pyridin-2-yl]cyclobutyl}-7-methoxy[1,2,4]triazolo[1,5-c]quinazolin-5-amine NC(C(F)F)C=1C=CC(=NC1)[C@@H]1C[C@H](C1)C1=NN2C(=NC=3C(=CC=CC3C2=N1)OC)N